C(C)(C)(C)OC(=O)[C@@H]1N[C@H]([C@]([C@H]1C1=CC=C(C=C1)Cl)(C#N)C1=C(C=C(C=C1)Cl)F)CC(C)(C)C (2R,3R,4R,5S)-4-(4-chloro-2-fluorophenyl)-3-(4-chlorophenyl)-4-cyano-5-neopentylpyrrolidine-2-Carboxylic acid tert-butyl ester